1-(2-methoxy-3-nitrophenyl)propan-1-one COC1=C(C=CC=C1[N+](=O)[O-])C(CC)=O